(S)-N-FMOC-allylglycine C(=O)(OCC1C2=CC=CC=C2C2=CC=CC=C12)N[C@@H](CC=C)C(=O)O